CC1=CC=C(C=C1NC1=NC=CC(=N1)C=1C=NC=CC1)N 6-methyl-N1-(4-(pyridine-3-yl)pyrimidine-2-yl)benzene-1,3-diamine